1,1,1,3,3,3-hexafluoropropan-2-yl 1-(3-(2-(piperidin-1-yl) ethoxy) benzyl)-1,8-diazaspiro[4.5]decane-8-carboxylate N1(CCCCC1)CCOC=1C=C(CN2CCCC23CCN(CC3)C(=O)OC(C(F)(F)F)C(F)(F)F)C=CC1